5-phenylimidazolidine C1(=CC=CC=C1)C1CNCN1